COC1=CC=C(CSC2=C3CCCC(C3=CC=C2)=O)C=C1 5-((4-methoxybenzyl)thio)-3,4-dihydronaphthalen-1(2H)-one